(R)-2-Methoxy-3-nitro-6a,7,9,10-tetrahydrobenzo[b]pyrido[1,2-d][1,4]oxazin COC1=CC2=C(OC[C@@H]3N2CCCC3)C=C1[N+](=O)[O-]